C(C(C)C)C1=C(C(=NN1C(C)(C)C)C(C)C)O 5-isobutyl-1-tert-butyl-4-hydroxy-3-isopropyl-pyrazole